S(N)(OCCC=1N(C2=CC=C(C=C2C1CN1CCCC1)F)C1CCN(CC1)C1CCC(CC1)=C(C)C)(=O)=O 2-(5-fluoro-1-(1-(4-(propan-2-ylidene)cyclohexyl)piperidin-4-yl)-3-(pyrrolidin-1-ylmethyl)-1H-indol-2-yl)ethyl sulfamate